N-(4-chloro-3-fluorophenyl)acetamide ClC1=C(C=C(C=C1)NC(C)=O)F